aminoxyacetic acid (aminoxyacetate) O(N)CC(=O)O.O(N)CC(=O)O